C(C1=CC=CC=C1)(=O)N1C(N(C=C(C1=O)[C@@H]1O[C@@H]([C@H]([C@H]1OC)O[Si](C)(C)C(C)(C)C)CO)C)=O 3-benzoyl-5-((2S,3S,4R,5R)-4-((tert-butyldimethylsilyl)oxy)-5-(hydroxymethyl)-3-methoxytetrahydrofuran-2-yl)-1-methylpyrimidine-2,4(1H,3H)-dione